(5-amino-2,3,4-trifluorophenyl)boronic acid NC=1C(=C(C(=C(C1)B(O)O)F)F)F